CC=1C=C(C=CC1C)N1N=C(CC1=O)C 2-(3,4-dimethyl-phenyl)-5-methyl-2,4-dihydropyrazol-3-one